vinylcyclohexenedione C(=C)C=1C(C(CCC1)=O)=O